N-hydroxybenzamide ONC(C1=CC=CC=C1)=O